sodium p-xylenolate C1(CC=C(C=C1)C)(C)[O-].[Na+]